2-[3,5-dimethyl-4-(2-methyl-4-pyridyl)pyrazol-1-yl]-N-(5-pyrazin-2-yl-2-pyridyl)acetamide CC1=NN(C(=C1C1=CC(=NC=C1)C)C)CC(=O)NC1=NC=C(C=C1)C1=NC=CN=C1